(22R)-3beta,14,22,25-tetrahydroxy-5beta-cholest-7-en-6-one O[C@@H]1C[C@H]2C(C=C3[C@@]4(CC[C@H]([C@@H]([C@@H](CCC(C)(C)O)O)C)[C@]4(CC[C@@H]3[C@]2(CC1)C)C)O)=O